C1=CC(=CC=C1CC(C(=O)O)N)F DL-P-phenylalanine